C(CCCCC)C(C(=O)OCCCCCC(CCCCCSCC(CCCCCC)OC(CCCCC(C)C)=O)N(C)CCCCO[Si](C1=CC=CC=C1)(C1=CC=CC=C1)C(C)(C)C)CCCCCCCC 6-((4-((tert-Butyldiphenylsilyl)oxy)butyl)(methyl)amino)-11-((2-((6-methylheptan-oyl)oxy)octyl)thio)undecyl 2-hexyldecanoate